3-amino-6-bromo-5-(difluoromethoxy)picolinonitrile NC=1C(=NC(=C(C1)OC(F)F)Br)C#N